FC1=C(C(=O)O)C=CC=C1[N+](=O)[O-] 2-fluoro-3-nitro-benzoic acid